2-mercapto-ethyltriethoxysilane SCC[Si](OCC)(OCC)OCC